5-(3-fluoro-8-((1S,2S)-2-(5-(trifluoromethyl)pyrimidin-2-yl)cyclopropyl)imidazo[1,2-b]pyridazin-6-yl)pyrimidine-2,4(1H,3H)-dione FC1=CN=C2N1N=C(C=C2[C@@H]2[C@H](C2)C2=NC=C(C=N2)C(F)(F)F)C=2C(NC(NC2)=O)=O